N-[2,6-difluoro-4-(2-phenylethynyl)phenyl]-3-fluoro-2-methyl-benzenesulfonamide FC1=C(C(=CC(=C1)C#CC1=CC=CC=C1)F)NS(=O)(=O)C1=C(C(=CC=C1)F)C